BrC=1C=CC=2C3=C(NC2C1)C(=C(C=N3)C=3N=NN(C3)CCC(C)C)NC(C)C 7-bromo-3-(1-isopentyl-1H-1,2,3-triazol-4-yl)-N-isopropyl-5H-pyrido[3,2-b]indol-4-amine